6-(3-cyanopyrrolo[1,2-b]pyridazin-7-yl)-4-(((1r,4R)-4-(3-(difluoromethyl)isoxazol-5-yl)cyclohexyl)amino)-N-((R)-2-fluoro-3-hydroxy-3-methylbutyl)nicotinamide C(#N)C1=CC=2N(N=C1)C(=CC2)C2=NC=C(C(=O)NC[C@H](C(C)(C)O)F)C(=C2)NC2CCC(CC2)C2=CC(=NO2)C(F)F